NC(CNC(OC(C)(C)C)=O)=N tert-butyl (2-amino-2-iminoethyl)carbamate